NN[C@@H](CC1=CNC=N1)C(=O)O aminohistidine